C[C@H]1N(CCN(C1)CC1CCOCC1)CC=1C=CC2=C(C(=NO2)N2C(NC(CC2)=O)=O)C1 (R)-1-(5-((2-methyl-4-((tetrahydro-2H-pyran-4-yl)methyl)piperazin-1-yl)methyl)benzo[d]isoxazol-3-yl)dihydropyrimidine-2,4(1H,3H)-dione